ClC1=C(C=2N=C(N=C(C2C=N1)N1C[C@@](CCC1)(O)C)OCC1(CC1)CN1CCCC1)F (3R)-1-[7-chloro-8-fluoro-2-[[1-(pyrrolidin-1-ylmethyl)cyclopropyl]methoxy]pyrido[4,3-d]pyrimidin-4-yl]-3-methyl-piperidin-3-ol